N-(6-bromo-1,3-benzothiazol-2-yl)-4-(2-chloro-5-methoxy-4-pyridyl)-6-methyl-pyridine-3-carboxamide BrC1=CC2=C(N=C(S2)NC(=O)C=2C=NC(=CC2C2=CC(=NC=C2OC)Cl)C)C=C1